Methyl 8-chloro-6-(chlorosulfonyl)imidazo[1,5-a]pyrazine-3-carboxylate ClC=1C=2N(C=C(N1)S(=O)(=O)Cl)C(=NC2)C(=O)OC